2-phenoxyethanamine O(C1=CC=CC=C1)CCN